C(CCC)C1=C2N(C(N1)=S)C[C@@H](C2)C2=CC(=CC(=C2)F)F (S)-1-butyl-6-(3,5-difluorophenyl)-6,7-dihydro-2H-pyrrolo[1,2-c]imidazole-3(5H)-thione